Ethyl 2-(6-bromo-4,7-dichloro-2H-indazol-2-yl)-2-((R)-6-fluoro-6,7-dihydro-5H-pyrrolo[1,2-c]imidazol-1-yl)acetate BrC=1C=C(C2=CN(N=C2C1Cl)C(C(=O)OCC)C1=C2N(C=N1)C[C@@H](C2)F)Cl